4-benzyloxy-5-chloroquinoline C(C1=CC=CC=C1)OC1=CC=NC2=CC=CC(=C12)Cl